ethyl 6-(4-ethynyl-1-piperidyl)hexanoate C(#C)C1CCN(CC1)CCCCCC(=O)OCC